3-[4-[1-[[4-[(3R,5R)-5-[(5-bromo-1-methyl-6-oxo-pyridazin-4-yl)amino]-1-methyl-3-piperidyl]phenyl]methyl]-4-piperidyl]-1-oxo-isoindolin-2-yl]piperidine-2,6-dione BrC1=C(C=NN(C1=O)C)N[C@@H]1C[C@@H](CN(C1)C)C1=CC=C(C=C1)CN1CCC(CC1)C1=C2CN(C(C2=CC=C1)=O)C1C(NC(CC1)=O)=O